N-(4-bromopyridin-2-yl)-3-[4-(2-cyanoethyl)piperazin-1-yl]propionamide BrC1=CC(=NC=C1)NC(CCN1CCN(CC1)CCC#N)=O